COC(=O)[C@@H]1CN([C@@H](CC1)C)C(CC=1C=NC=CC1)=O (3S,6R)-6-methyl-1-(2-(pyridin-3-yl)acetyl)piperidine-3-carboxylic acid methyl ester